C(C1=CC=CC=C1)N1C(=C(C(C12C(=NN(C2=O)C2=CC=C(C=C2)F)C)C2=CC=CC=C2)C(=O)OCC)OCCC ethyl 1-benzyl-8-(4-fluorophenyl)-6-methyl-9-oxo-4-phenyl-2-(propoxy)-1,7,8-triazaspiro[4.4]non-2,6-diene-3-carboxylate